CC=1N(C=2C(=NC=C(C2)C=2C3=C(C(N(C2)C)=O)NC=C3)N1)CC1=CC=C(C(=O)OC)C=C1 methyl 4-((2-methyl-6-(6-methyl-7-oxo-6,7-dihydro-1H-pyrrolo[2,3-c]pyridin-4-yl)-1H-imidazo[4,5-b]pyridin-1-yl) methyl)benzoate